NC1=NC(=NC=C1)N1C[C@@]([C@H]([C@H](C1)F)O)(C)F (3R,4S,5S)-1-(4-aminopyrimidin-2-yl)-3,5-difluoro-3-methylpiperidin-4-ol